tert-Butyl-(S,E)-2-((5-(7-(dimethylamino)-2-((dimethylcarbamoyl)oxy)-7-oxohept-5-enamido)-6-oxopyrimidin-1(6H)-yl)methyl)-5-fluoro-7-neopentyl-1H-indol-1-carboxylat C(C)(C)(C)OC(=O)N1C(=CC2=CC(=CC(=C12)CC(C)(C)C)F)CN1C=NC=C(C1=O)NC([C@H](CC\C=C\C(=O)N(C)C)OC(N(C)C)=O)=O